4,2'-Dihydroxy-4',6'-dimethoxychalcone OC1=CC=C(C=C1)\C=C\C(=O)C1=C(C=C(C=C1OC)OC)O